di(2-methoxybenzoyl) peroxide COC1=C(C(=O)OOC(C2=C(C=CC=C2)OC)=O)C=CC=C1